O=C([C@H](O)[C@@H](O)[C@H](O)[C@H](O)CO)O.N[C@@H](CCC(N)=O)C(=O)O glutamine gluconate